(±)-trans-4-phenyl-N-[3-(phenylcarbonyl)phenyl]Pyrrolidine-3-carboxamide C1(=CC=CC=C1)[C@H]1[C@@H](CNC1)C(=O)NC1=CC(=CC=C1)C(=O)C1=CC=CC=C1 |r|